N1(CCC1)C1CCN(CC1)C1=C(C=C(C=C1)NC=1N=C(C2=C(N1)SC=C2C)NC2=CC(=CC(=C2)F)F)OC N2-(4-(4-(azetidin-1-yl)piperidin-1-yl)-3-methoxyphenyl)-N4-(3,5-difluorophenyl)-5-methylthieno[2,3-d]pyrimidine-2,4-diamine